1-((5-Bromopyridin-2-yl)methyl)-8-methoxy-1,4-dihydro-2H-[1,3]oxazino[5,4-c][1,8]naphthyridin-2-one BrC=1C=CC(=NC1)CN1C(OCC=2C=NC=3N=C(C=CC3C21)OC)=O